(2R)-8-bromo-4-{[3-(difluoromethyl)phenyl]methyl}-5,6-difluoro-2-methyl-7-nitro-2H-1,4-benzoxazin-3-one BrC1=C(C(=C(C=2N(C([C@H](OC21)C)=O)CC2=CC(=CC=C2)C(F)F)F)F)[N+](=O)[O-]